N-(4-((3R,4R)-3-amino-4-methylpyrrolidin-1-yl)-2-(bicyclo[2.2.2]octan-1-yl)-2H-indazol-5-yl)-1-(2,6-difluorophenyl)-6-oxo-1,6-dihydropyridazine-3-carboxamide N[C@H]1CN(C[C@H]1C)C=1C2=CN(N=C2C=CC1NC(=O)C1=NN(C(C=C1)=O)C1=C(C=CC=C1F)F)C12CCC(CC1)CC2